2-(6-(phenyloxy)-3,4,5-trihydroxyethyl-2H-pyran-2-yl)acetic acid C1(=CC=CC=C1)OC1=C(C(=C(C(O1)(CC(=O)O)CC)O)O)O